2-methoxy-4-morpholinyl-N-(5-(thiazol-5-yl)-1,3,4-oxadiazol-2-yl)benzamide COC1=C(C(=O)NC=2OC(=NN2)C2=CN=CS2)C=CC(=C1)N1CCOCC1